ethyl-3-methylthiophene C(C)C=1SC=CC1C